C(C)(C)(C)OC(=O)N1CC=2N(CC1)N=C(C2)C=2C(=NC=C(C2)C=2C=NN(C2)C)OS(=O)(=O)C(F)(F)F 2-[5-(1-methylpyrazol-4-yl)-2-(trifluoromethylsulfonyloxy)-3-pyridinyl]-6,7-dihydro-4H-pyrazolo[1,5-a]pyrazine-5-carboxylic acid tert-butyl ester